[(2R)-4,4-difluoropyrrolidin-2-yl]methanol sodium 5-[5-({cis-3-[(2-fluorophenoxy)methyl]cyclobutyl}oxy)pyrazin-2-yl]isoxazol-3-olate FC1=C(OC[C@H]2C[C@H](C2)OC=2N=CC(=NC2)C2=CC(=NO2)[O-])C=CC=C1.[Na+].FC1(C[C@@H](NC1)CO)F